N1=CC=C2N1C1=C(C=N2)C(CC12CCC2)C(=O)N 6',7'-dihydrospiro[cyclobutane-1,8'-cyclopenta[e]pyrazolo[1,5-a]pyrimidine]-6'-carboxamide